tert-butyl N-[(1S)-1-[(5-bromo-6-chloro-2-pyridyl)carbamoyl]-2,2-dicyclopropyl-ethyl]carbamate BrC=1C=CC(=NC1Cl)NC(=O)[C@H](C(C1CC1)C1CC1)NC(OC(C)(C)C)=O